NC(C(O)C1=CC=CC=C1)C1=CC=CC=C1 2-amino-1,2-diphenyl-ethanol